C(C)C(COC(=O)C1=CC=C(C=C1)NC1=NC(=NC(=N1)NC1=CC=C(C=C1)C(=O)OCC(CCCC)CC)NC1=CC=C(C=C1)C(=O)OCC(CCCC)CC)CCCC 2,4,6-tris[4-(2-ethylhexyloxycarbonyl)phenylamino]-1,3,5-triazine